C[C@H]1CN(CC[C@@H]1C=1C=2N(C(=C(N1)C=1C=NNC1)OCCC)N=C(N2)N)S(=O)(=O)C ((3R,4S)-3-methyl-1-(methylsulfonyl)piperidin-4-yl)-5-propoxy-6-(1H-pyrazol-4-yl)-[1,2,4]triazolo[1,5-a]pyrazin-2-amine